3-[5-Fluoro-1-methyl-6-(4-piperidyl)indazol-3-yl]piperidine-2,6-dione FC=1C=C2C(=NN(C2=CC1C1CCNCC1)C)C1C(NC(CC1)=O)=O